(S)-4-(4-((2-amino-2,4-dimethylpentyl)oxy)-3-(trifluoromethyl)phenyl)quinoline-7-carbonitrile N[C@](COC1=C(C=C(C=C1)C1=CC=NC2=CC(=CC=C12)C#N)C(F)(F)F)(CC(C)C)C